N-(1-(4-(trifluoromethyl)phenyl)-1H-pyrrolo[2,3-b]pyridin-5-yl)acrylamide FC(C1=CC=C(C=C1)N1C=CC=2C1=NC=C(C2)NC(C=C)=O)(F)F